N-(2,3-difluorophenyl)-4-(3,5-difluorophenyl)-1-methyl-2-oxo-pyrrolidine-3-carboxamide FC1=C(C=CC=C1F)NC(=O)C1C(N(CC1C1=CC(=CC(=C1)F)F)C)=O